C1(CC1)C1=NC=2N(C=C1OC)N=CC2C2=CC=CC(=N2)N[C@H]2CN(C[C@@H]2F)C(=O)OC(C)(C)C (3S,4S)-tert-butyl 3-((6-(5-cyclopropyl-6-methoxypyrazolo[1,5-a]pyrimidin-3-yl)pyridin-2-yl)amino)-4-fluoropyrrolidine-1-carboxylate